C(C)(C)C1C=C(CC1)CC[13CH]=O 3-(3-isopropylcyclopent-1-en-1-yl)propanal-13C